2-[4-[3-fluoro-4-(2,3,4-trifluorophenyl)phenyl]-cyclohex-3-en-1-yl]-5-propyl-tetrahydropyran FC=1C=C(C=CC1C1=C(C(=C(C=C1)F)F)F)C1=CCC(CC1)C1OCC(CC1)CCC